2-Mercaptoethyl-methyldimethoxysilan SCC[Si](OC)(OC)C